trans-7-methyl-N-(3-methyl-4-((1-methyl-1H-benzo[d]imidazol-5-yl)oxy)phenyl)-7a,8,9,10,11,11a-hexahydro-7H-pyrido[3',4':5,6][1,4]oxazino[2,3-f]quinazolin-1-amine CN1[C@H]2[C@H](OC=3C4=C(N=CN=C4C=CC31)NC3=CC(=C(C=C3)OC3=CC1=C(N(C=N1)C)C=C3)C)CCNC2